OC(CN1CCN(CC1)CC(C(C)C1=CC=CC=C1)O)COC1=CC=C(C=C1)OC (4-{2-Hydroxy-3-[(4-methoxyphenyl)oxy]propyl}piperazin-1-yl)-3-phenylbutan-2-ol